3,6-dimethyl-8-(quinolin-2-yl)quinazolin-4(3H)-one CN1C=NC2=C(C=C(C=C2C1=O)C)C1=NC2=CC=CC=C2C=C1